dimethyl (2-(4-methoxy-2-methylthieno[3,2-e]benzofuran-7-yl)-2-oxoethyl)phosphonate COC1=CC2=C(C=3C=C(OC31)C)C=C(S2)C(CP(OC)(OC)=O)=O